O1CC(CC1)CN1N=CC=2C1=NC(=CN2)N ((tetrahydrofuran-3-yl)methyl)-1H-pyrazolo[3,4-b]pyrazin-6-amine